CC1(OC2=CC(=CC(=C2[C@H]2[C@H]1CCC(=C2)C)OOC)CCCCC)C (6Ar,10aR)-6,6,9-trimethyl-1-methylperoxy-3-pentyl-6a,7,8,10a-tetrahydrobenzo[c]chromene